C(#N)C1=CN=C(N1)C(=O)NC=1C(=NC(=CC1)C1=CC2(C=CC(C1)(O2)C)CF)C2=CCC(CC2)(C)C 5-Cyano-N-[2-(4,4-dimethylcyclohexen-1-yl)-6-[1-(fluoromethyl)-5-methyl-8-oxabicyclo[3.2.1]octa-2,6-dien-3-yl]-3-pyridyl]-1H-imidazole-2-carboxamide